CN1N=C(C=C1C(=O)OC)[N+](=O)[O-] methyl 2-methyl-5-nitro-pyrazole-3-carboxylate